aminotetradecanoic acid NC(C(=O)O)CCCCCCCCCCCC